FC1=C(C=C(C=C1OC)F)C1CCC2(CN(C2)C(=O)OC(C)(C)C)CC1 tert-Butyl 7-(2,5-difluoro-3-methoxyphenyl)-2-azaspiro[3.5]nonane-2-carboxylate